2-chloro-6-fluorophenyl-3,4-dihydro-2H-pyrrole ClC1=C(C(=CC=C1)F)C1N=CCC1